Cl.C[C@H]1CN(C[C@H](N1)C)C=1C=CC=2N(C(N=C(N2)C=2C=C(C=3N(C2)C=C(N3)C)F)=O)C1 7-((3S,5R)-3,5-dimethylpiperazin-1-yl)-2-(8-fluoro-2-methylimidazo[1,2-a]pyridin-6-yl)-4H-pyrido[1,2-a][1,3,5]triazin-4-one hydrochloride